C(C)(C)C1=C(C(=CC=C1)C(C)C)C(C1=NC(=CC=C1)C(=N)C1=C(C=CC=C1C(C)C)C(C)C)=N 2,6-bis(2,6-diisopropylphenyl-iminomethyl)pyridine